chloro-2'-(trifluoromethyl)-2,3,4,5-tetrahydro-[1,1'-biphenyl] ClC1C(=CCCC1)C1=C(C=CC=C1)C(F)(F)F